(R)-2-methyl-N-(1-phenylethyl)-7,8-dihydro-[1,4]dioxino[2,3-g]quinazolin-4-amine CC1=NC2=CC3=C(C=C2C(=N1)N[C@H](C)C1=CC=CC=C1)OCCO3